N1CC1.N1CC1 aziridine (ETHYLENIMINE)